(S)-N-methyl-N-oxiranylmethylmethanesulfonamide CN(S(=O)(=O)C)C[C@@H]1OC1